ClC1=C(C=C(OCOCC[Si](C)(C)C)C=C1)F (2-((4-chloro-3-fluorophenoxy)methoxy)ethyl)trimethylsilane